The molecule is a pyrrolizine alkaloid that is otosenine in which the hydroxy hydrogen has been replaced by an acetyl group. It has a role as a Jacobaea metabolite. It is an enone, a macrocyclic lactone, a pyrrolizine alkaloid, an organic heterobicyclic compound, a spiro-epoxide, a tertiary amino compound and an acetate ester. It derives from an otosenine. C[C@@H]1C[C@]2([C@@H](O2)C)C(=O)O[C@@H]3CCN(C/C=C(\\C3=O)/COC(=O)[C@]1(C)OC(=O)C)C